C1N(CC2=CC=CC=C12)C(CCC=1OC=C(N1)C(=O)O)=O 2-(3-(isoindolin-2-yl)-3-oxopropyl)oxazole-4-carboxylic acid